heptadecan-9-yl 8-[(3-{[8-(heptadecan-9-yloxy)-8-oxooctyl][8-(nonyloxy)-8-oxooctyl]amino}-2-hydroxypropyl)-[8-(nonyl-oxy)-8-oxo-octyl]amino]-octanoate CCCCCCCCC(CCCCCCCC)OC(CCCCCCCN(CC(CN(CCCCCCCC(=O)OC(CCCCCCCC)CCCCCCCC)CCCCCCCC(=O)OCCCCCCCCC)O)CCCCCCCC(=O)OCCCCCCCCC)=O